FC(S(=O)(=O)[N-]CC(F)(F)F)(F)F trifluoromethanesulfonyl(2,2,2-trifluoroethyl)amide